2-(8-ethyl-2-methylimidazo[1,2-a]pyridin-6-yl)-7-[(3R)-3-methylpiperazin-1-yl]-4H-pyrido[1,2-a]pyrimidin-4-one C(C)C=1C=2N(C=C(C1)C=1N=C3N(C(C1)=O)C=C(C=C3)N3C[C@H](NCC3)C)C=C(N2)C